The molecule is a biaryl that is 2,2',3,3'-tetrahydro-4H,4'H-9,9'-bibenzo[g]chromene-4,4'-dione substituted by hydroxy groups at positions 5, 5', 6, 6', 8 and 8' and methyl groups at positions 2, 2', 3 and 3' (the 2R,2'S,3R,3'S stereoisomer). It has been isolated from Chaetomium gracile. It has a role as a Chaetomium metabolite. It is a benzochromenone, a biaryl and a member of phenols. C[C@@H]1[C@H](OC2=C(C1=O)C(=C3C(=C2)C(=C(C=C3O)O)C4=C(C=C(C5=C(C6=C(C=C54)O[C@H]([C@@H](C6=O)C)C)O)O)O)O)C